9-(N-decyl-4-(dimethylamino)butyrylamino)-2,2-difluorooctadecanoic acid undecan-6-yl ester CCCCCC(CCCCC)OC(C(CCCCCCC(CCCCCCCCC)N(CCCCCCCCCC)C(CCCN(C)C)=O)(F)F)=O